methyl (R)-4-((R)-3-((S)-2-Amino-3-methoxypropanamido)-3-(4-chlorobenzyl)piperidin-1-yl)-3-((6-methylpyridin-2-yl)methyl)-4-oxobutanoate N[C@H](C(=O)N[C@@]1(CN(CCC1)C([C@@H](CC(=O)OC)CC1=NC(=CC=C1)C)=O)CC1=CC=C(C=C1)Cl)COC